C(C)S(=O)(=O)C1=CC=C(C=C1)[C@H](CO)NC(C1=CC=C(C=C1)N1C[C@@H](CC1)CC1=CC=C(C=C1)OCCN1CCOCC1)=O N-((R)-1-(4-(ethylsulfonyl)phenyl)-2-hydroxyethyl)-4-((R)-3-(4-(2-morpholinoethoxy)benzyl)pyrrolidin-1-yl)benzamide